FC1=C(C(=O)NC2=C(C(=CC(=C2)F)C=2C3=C(N=CN2)NC(=C3)C3=CC=C(C=C3)CCCO)C)C=CC(=C1)C(C)(C)O 2-Fluoro-N-(5-fluoro-3-(6-(4-(3-hydroxypropyl)phenyl)-7H-pyrrolo[2,3-d]pyrimidin-4-yl)-2-methylphenyl)-4-(2-hydroxypropan-2-yl)benzamide